4-(4-methyl-2-oxo-2,3-dihydro-1H-benzimidazol-1-yl)piperidine-1-carboxamide (R)-(2-(3-((1-(2-(4,4-dimethylpentyl)-5-methoxyphenyl)piperidin-4-yl)methoxy)phenyl)propyl)phosphonate CC(CCCC1=C(C=C(C=C1)OC)N1CCC(CC1)COC=1C=C(C=CC1)[C@H](CP(O)(O)=O)C)(C)C.CC1=CC=CC=2N(C(NC21)=O)C2CCN(CC2)C(=O)N